2,2-difluoro-7-iodo-2,3-dihydro-indene-1,4-diol FC1(C(C=2C(=CC=C(C2C1)O)I)O)F